CN(C)CC=1C=C(C=CC1)NC=1N=CC2=C(N1)N=C(C=C2C#C[Si](C(C)C)(C(C)C)C(C)C)OC N-{3-[(dimethylamino)methyl]phenyl}-7-methoxy-5-[2-(triisopropylsilyl)ethynyl]pyrido[2,3-d]pyrimidin-2-amine